O=C1NC(CCC1C=1C=CC(=NC1)N1C[C@@H](N(CC1)C(=O)OCCCC)C)=O butyl (2S)-4-(5-(2,6-dioxopiperidin-3-yl)pyridin-2-yl)-2-methylpiperazine-1-carboxylate